4-cyclopropyl-5-methoxy-2-(trifluoromethyl)quinazoline C1(CC1)C1=NC(=NC2=CC=CC(=C12)OC)C(F)(F)F